(3R)-2-(3,4-Dichlorobenzoyl)-3-methyl-1,2,3,4,7,8,9,10-octahydro-11H-pyrido[4',3':3,4]-pyrazolo[1,5-a][1,4]diazepin-11-one ClC=1C=C(C(=O)N2CC=3C(=NN4C3C(NCCC4)=O)C[C@H]2C)C=CC1Cl